5-(2-((1-((1-methyl-1H-imidazol-4-yl)sulfonyl)piperidin-4-yl)amino)-5-(trifluoro-methyl)pyrimidin-4-yl)isothiazole-3-carboxamide CN1C=NC(=C1)S(=O)(=O)N1CCC(CC1)NC1=NC=C(C(=N1)C1=CC(=NS1)C(=O)N)C(F)(F)F